[C@@H]([C@@H](C(=O)O)O)(C(=O)O)O (2R,3S)-tartaric acid